6-chloro-5-fluoro-7-methyl-1H-indazole ClC1=C(C=C2C=NNC2=C1C)F